4-(6-Chloro-1-(4-fluoro-2-methylphenyl)-4-oxo-1,4-dihydroquinazolin-3(2H)-yl)furan-2-carboxylic acid ClC=1C=C2C(N(CN(C2=CC1)C1=C(C=C(C=C1)F)C)C=1C=C(OC1)C(=O)O)=O